7-fluoro-5-oxo-8-(4-(2-propenyl)-1-piperazinyl)-5H-thiazolo[3,2-a]Quinoline-4-carboxylic acid FC=1C=C2C(C(=C3N(C2=CC1N1CCN(CC1)CC=C)C=CS3)C(=O)O)=O